(S)-5-bromo-2,3-dihydrobenzofuran-3-amine hydrochloride Cl.BrC=1C=CC2=C([C@@H](CO2)N)C1